FC1=C(C(=CC(=C1)C#CC1=CC(=CC=C1)O)F)NS(=O)(=O)C1=C(C(=CC(=C1)C)F)C N-[2,6-difluoro-4-[2-(3-hydroxyphenyl)ethynyl]phenyl]-3-fluoro-2,5-dimethyl-benzenesulfonamide